DL-threose O=C[C@@H](O)[C@H](O)CO |r|